7-(8-bromo-3-(methoxymethoxy)naphthalen-1-yl)-2-((1-(morpholinomethyl)cyclopropyl)methoxy)-5,6,7,8-tetrahydropyrido[3,4-d]pyrimidin-4-ol BrC=1C=CC=C2C=C(C=C(C12)N1CC=2N=C(N=C(C2CC1)O)OCC1(CC1)CN1CCOCC1)OCOC